3,4-dihydro-4-butyl-1H-2-benzazepine-1,5(2H)-dione C(CCC)C1CNC(C2=C(C1=O)C=CC=C2)=O